Methyl 5-methyl-3-((1-methylpiperidin-4-yl)methoxy)thiophene-2-carboxylate CC1=CC(=C(S1)C(=O)OC)OCC1CCN(CC1)C